(2-methyl-[1,1'-biphenyl]-3-yl)methoxybenzaldehyde CC1=C(C=CC=C1COC1=C(C=O)C=CC=C1)C1=CC=CC=C1